(6S)-7-{(1S)-2-[4,6-bis(trifluoromethyl)-1,3,5-triazin-2-yl]-6-chloro-2,3,4,9-tetrahydro-1H-pyrido[3,4-b]indol-1-yl}-2,6-dimethylheptan-2-ol FC(C1=NC(=NC(=N1)C(F)(F)F)N1[C@H](C=2NC3=CC=C(C=C3C2CC1)Cl)C[C@H](CCCC(C)(O)C)C)(F)F